(S)-2-(5-cyclopropyl-2-methoxyphenyl)-2-((R)-3-((5-(5,6,7,8-tetrahydro-1,8-naphthyridin-2-yl)pentyl)oxy)pyrrolidin-1-yl)acetic acid C1(CC1)C=1C=CC(=C(C1)[C@@H](C(=O)O)N1C[C@@H](CC1)OCCCCCC1=NC=2NCCCC2C=C1)OC